trans-4-chloro-β-nitrostyrene ClC1=CC=C(/C=C/[N+](=O)[O-])C=C1